C(C=C)C(C(CCC=C)CC=C)=O 1,2,3-triallyloxopropane